4-amino-N-((4S)-7-methoxy-3,4-dihydro-1H-2-benzopyran-4-yl)-N-methyl-1,3-dihydrofuro[3,4-c]quinoline-8-carboxamide NC1=NC=2C=CC(=CC2C2=C1COC2)C(=O)N(C)[C@@H]2COCC1=C2C=CC(=C1)OC